[Si](C)(C)(C(C)(C)C)OCCC=1SC=C(N1)C(F)(F)F 2-(2-((tert-butyldimethylsilyl)oxy)ethyl)-4-(trifluoromethyl)thiazole